NC=1N=NC(=CC1C=1C=NN(C1)C1CCC(CC1)N1CCN(CC1)C1=CC=CC2=C1OCCN2C2C(NC(CC2)=O)=O)C2=C(C=CC=C2)O 3-(8-(4-((1r,4r)-4-(4-(3-amino-6-(2-hydroxyphenyl)pyridazin-4-yl)-1H-pyrazol-1-yl)cyclohexyl)piperazin-1-yl)-2,3-dihydro-4H-benzo[b][1,4]oxazin-4-yl)piperidine-2,6-dione